ClC(=O)OC(C)C 1-methylethyl chloroformate